C(C#C)O[C@@H]1C[C@@H](N(C1)C(=O)OC(C)(C)C)C(=O)OCC1=CC=CC=C1 O2-benzyl O1-tert-butyl (2R,4R)-4-prop-2-ynoxypyrrolidine-1,2-dicarboxylate